3-methoxy-1-methyl-1H-pyrazole-4-carboxamide COC1=NN(C=C1C(=O)N)C